(1S,2S)-N-(7-chloro-6-(1-((3R,4R)-4-hydroxy-3-methyltetrahydrofuran-3-yl)piperidin-4-yl)isoquinolin-3-yl)-2-(2-methoxypropan-2-yl)cyclopropane-1-carboxamide ClC1=C(C=C2C=C(N=CC2=C1)NC(=O)[C@@H]1[C@H](C1)C(C)(C)OC)C1CCN(CC1)[C@@]1(COC[C@@H]1O)C